(R)-2-((1-(3,6-dimethyl-2-(2-methyl-1-oxoisoindolin-5-yl)-4-oxo-4H-chromen-8-yl)ethyl)amino)benzoic acid CC1=C(OC2=C(C=C(C=C2C1=O)C)[C@@H](C)NC1=C(C(=O)O)C=CC=C1)C=1C=C2CN(C(C2=CC1)=O)C